C(C)(C)(C)OC(=O)N\C(\NCCNC=1C(=CC2=C(NC3=C(CC2)C=CC=C3)C1)C1=CC(=C(C=C1)Cl)Cl)=N\C(OC(C)(C)C)=O (E)-tert-butyl (tert-butoxycarbonylamino)(2-(2-(3,4-dichlorophenyl)-10,11-dihydro-5H-dibenzo[b,f]azepin-3-ylamino)ethylamino)methylenecarbamate